6-Acetamido-8-o-nitrobenzenesulfonylaminopyrrolo[4,3,2-de]quinoline-4-carboxylic acid ethyl ester C(C)OC(=O)C=1N=C2C(=CC(=C3C2=C(C1)C=N3)NS(=O)(=O)C3=C(C=CC=C3)[N+](=O)[O-])NC(C)=O